ClC1=C(C=C(C=N1)C(C)=O)C 1-(6-chloro-5-methylpyridin-3-yl)ethanone